N-(5-bromo-2-hydroxyphenyl)tetrahydro-2H-pyran-4-carboxamide BrC=1C=CC(=C(C1)NC(=O)C1CCOCC1)O